vinylhexahydro-2H-azepine C(=C)N1CCCCCC1